N[13C@@H]([13CH2][13CH2][13CH2]N)[13C](=O)O [13C5]-Ornithine